(3R)-3-[[7-bromo-2,8-dichloro-6-(trifluoromethyl)quinazolin-4-yl]-methyl-amino]pyrrolidine-1-carboxylic acid tert-butyl ester C(C)(C)(C)OC(=O)N1C[C@@H](CC1)N(C)C1=NC(=NC2=C(C(=C(C=C12)C(F)(F)F)Br)Cl)Cl